8-ethylthio-2'-O-methyladenosine C(C)SC=1N([C@H]2[C@H](OC)[C@H](O)[C@@H](CO)O2)C=2N=CN=C(C2N1)N